N-(2-(dimethylamino)ethyl)-2-(hydroxymethyl)-6-methyl-1-oxo-1,2-dihydrobenzo[b][1,6]naphthyridine-4-carboxamide CN(CCNC(=O)C1=CN(C(C=2C=C3C(=NC12)C(=CC=C3)C)=O)CO)C